1-isopropyl-3-methyl-N-[(1-methylpyrazol-4-yl)methyl]-5-(4-methylthiazol-2-yl)pyrazolo[4,3-b]pyridin-7-amine C(C)(C)N1N=C(C2=NC(=CC(=C21)NCC=2C=NN(C2)C)C=2SC=C(N2)C)C